COC=1C=C2C(=CC=NC2=CC1OC)OC1=C(C=C(C=C1)NC1=NN(C=C1C(=O)NC1=CC(=CC=C1)OC)C)F 3-((4-((6,7-dimethoxyquinolin-4-yl)oxy)-3-fluorophenyl)amino)-N-(3-methoxyphenyl)-1-methyl-1H-pyrazole-4-carboxamide